1-(4-(5-Acetyl-3-((4-(1-methyl-1H-pyrazol-4-yl)phenyl)amino)-4,5,6,7-tetrahydro-1H-pyrazolo[4,3-c]pyridin-1-yl)piperidin-1-yl)prop-2-en-1-one C(C)(=O)N1CC2=C(CC1)N(N=C2NC2=CC=C(C=C2)C=2C=NN(C2)C)C2CCN(CC2)C(C=C)=O